CSC1=NN(C(=N1)SC)CC1=CC=C(C=C1)C=C 3,5-bis(methylthio)-1-(4-vinylbenzyl)-1H-1,2,4-triazole